magnesium diformate C(=O)[O-].C(=O)[O-].[Mg+2]